tert-butyl N-[(7-ethenyl-1,3-dihydro-2-benzofuran-1-yl)methyl]carbamate C(=C)C1=CC=CC2=C1C(OC2)CNC(OC(C)(C)C)=O